4-(((2-(5-(4-fluoro-2-(4-isopropylpyrimidin-5-yl)phenoxy)pyrimidin-4-yl)-2-azaspiro[3.3]heptan-6-yl)amino)methyl)-1-methylcyclohexane-1-carbonitrile FC1=CC(=C(OC=2C(=NC=NC2)N2CC3(C2)CC(C3)NCC3CCC(CC3)(C#N)C)C=C1)C=1C(=NC=NC1)C(C)C